OC(CC(=O)[O-])CC 3-Hydroxyvalerate